N(=[N+]=[N-])CCOC(=O)NCCCC[C@H](N)C(=O)O Nε-((2-azidoethoxy)carbonyl)-L-lysine